methanorhodanine S1C(=S)N2C(=O)C1C2